1-[Chloro-(4-methoxyphenyl)-phenyl-methyl]-4-methoxy-benzene ClC(C1=CC=C(C=C1)OC)(C1=CC=CC=C1)C1=CC=C(C=C1)OC